BrC1=CN=C(C2=CC=CC=C12)CC1=NC=2C(CCCC2C=C1)N ((4-bromoisoquinolin-1-yl)methyl)-5,6,7,8-tetrahydroquinolin-8-amine